C1(=CC=CC=C1)C(C#CCCCC)(C(=O)O)C(=O)O phenylheptynedicarboxylic acid